3-(azetidin-1-yl)-3-(3-(trifluoromethyl)phenethyl)piperidine N1(CCC1)C1(CNCCC1)CCC1=CC(=CC=C1)C(F)(F)F